N-(1H-pyrrolo[2,3-c]pyridin-5-yl)thiophene-2-sulfonamide N1C=CC=2C1=CN=C(C2)NS(=O)(=O)C=2SC=CC2